ClC=1C=C(C=C(C1)NS(=O)(=O)C)NC(=O)C=1SC(=C(C1)C1=NC=C(C=C1F)N1CCC(CC1)C(F)(F)F)C N-(3-chloro-5-(methylsulfonamido)phenyl)-4-(3-fluoro-5-(4-(trifluoromethyl)piperidin-1-yl)pyridin-2-yl)-5-methylthiophene-2-carboxamide